methyl (S)-4-(4-acryloyl-3-(cyanomethyl)piperazin-1-yl)-7-(8-methylnaphthalen-1-yl)-5,6,7,8-tetrahydropyrido[3,4-d]pyrimidin-2-carboxylate C(C=C)(=O)N1[C@H](CN(CC1)C=1C2=C(N=C(N1)C(=O)OC)CN(CC2)C2=CC=CC1=CC=CC(=C21)C)CC#N